C(C=C)(=O)N1CC2(CCN(C2)C2=C3C(=C(NC3=C(C=C2F)C(=O)N)C)C)CC1 4-(7-acryloyl-2,7-diazaspiro[4.4]nonan-2-yl)-5-fluoro-2,3-dimethyl-1H-indole-7-carboxamide